methyl 2-(3-bromo-1H-pyrazolo[3,4-c]pyridin-1-yl)-2-methylpropanoate BrC1=NN(C2=CN=CC=C21)C(C(=O)OC)(C)C